IC1=C(C(=CC=C1)C)CI 1-iodo-2-(iodomethyl)-3-methylbenzene